tert-Butyl 4-(4-(8-acrylamido-10-benzyl-11-oxo-10,11-dihydro-5H-dibenzo[b,e][1,4]diazepin-2-yl)phenyl)piperazine-1-carboxylate C(C=C)(=O)NC=1C=CC2=C(N(C(C3=C(N2)C=CC(=C3)C3=CC=C(C=C3)N3CCN(CC3)C(=O)OC(C)(C)C)=O)CC3=CC=CC=C3)C1